C(C)(C)(C)P(C1=C(C(=CC=C1OC)C)C1=C(C=C(C=C1C(C)C)C(C)C)C(C)C)C(C)(C)C 2-(di-t-butylphosphino)-3-methoxy-6-methyl-2',4',6'-triisopropyl-1,1'-biphenyl